4-vinyloxymethylcyclohexylmethylbenzoate C(=C)OCC1CCC(CC1)COC(C1=CC=CC=C1)=O